(1S,3S)-3-((2-amino-7-bromo-5-methylquinolin-4-yl)amino)cyclopentan-1-ol NC1=NC2=CC(=CC(=C2C(=C1)N[C@@H]1C[C@H](CC1)O)C)Br